5-(4-bromo-2,6-dichloro-phenoxy)-2-hydroxy-N-[1-(methylsulfanylmethyl)cyclopropyl]benzenesulfonamide BrC1=CC(=C(OC=2C=CC(=C(C2)S(=O)(=O)NC2(CC2)CSC)O)C(=C1)Cl)Cl